N,N-dimethylpentacos-16-en-8-amine CN(C(CCCCCCC)CCCCCCCC=CCCCCCCCC)C